3-cyclopropyl-7-methoxy-1-(4-methylphenyl)sulfonylpyrrolo[2,3-c]pyridine C1(CC1)C1=CN(C2=C(N=CC=C21)OC)S(=O)(=O)C2=CC=C(C=C2)C